(2r,5s)-4-[7-bromo-2-chloro-6-(trifluoromethyl)quinazolin-4-yl]-2,5-dimethyl-piperazine-1-carboxylic acid tert-butyl ester C(C)(C)(C)OC(=O)N1[C@@H](CN([C@H](C1)C)C1=NC(=NC2=CC(=C(C=C12)C(F)(F)F)Br)Cl)C